cyclopentyl-6-[2-(2-morpholin-4-yl-2-oxo-ethoxy)-benzyl]-1,5-dihydro-pyrazolo[3,4-d]pyrimidin-4-one C1(CCCC1)N1N=CC2=C1N=C(NC2=O)CC2=C(C=CC=C2)OCC(=O)N2CCOCC2